sodium (S)-3-(2',4'-difluorobiphenyl-3-yl)-3-(3-(1-methyl-4-oxido-2-oxo-1,2-dihydropyridin-3-yl) ureido)propanoate FC1=C(C=CC(=C1)F)C1=CC(=CC=C1)[C@H](CC(=O)[O-])NC(=O)NC=1C(N(C=CC1[O-])C)=O.[Na+].[Na+]